2-Ethynyl-N-(2-(3'-(methylcarbamoyl)-[1,1'-biphenyl]-4-yl)ethyl)thiazole-4-carboxamide 2-aminoadenosine-5'-triphosphate P(O)(=O)(OP(=O)(O)OP(=O)(O)O)OC[C@@H]1[C@H]([C@H]([C@@H](O1)N1C=NC=2C(N)=NC(=NC12)N)O)O.C(#C)C=1SC=C(N1)C(=O)NCCC1=CC=C(C=C1)C1=CC(=CC=C1)C(NC)=O